N2-(4-(1,5-dimethyl-1H-imidazol-2-yl)-2-methoxyphenyl)-6-methyl-N8-(tetrahydro-2H-pyran-4-yl)pyrido[3,4-d]pyrimidine-2,8-diamine CN1C(=NC=C1C)C1=CC(=C(C=C1)NC=1N=CC2=C(N1)C(=NC(=C2)C)NC2CCOCC2)OC